Cl.Cl.FC(CC)(F)C=1C=C2C(=NC1)C(CN2C(CN2[C@H](CN[C@@H](C2)C)CN2[C@@H](COCC2)CC)=O)(C)C 1-[6-(1,1-Difluoropropyl)-3,3-dimethyl-1H,2H,3H-pyrrolo[3,2-b]pyridin-1-yl]-2-[(2R,5R)-2-{[(3R)-3-ethylmorpholin-4-yl]methyl}-5-methylpiperazin-1-yl]ethan-1-one dihydrochloride